CC1=C(C(=C(C1([Hf]C1(C=CC2=CC=3CCCC3C=C12)CCCCCC)C)C)C)C pentamethylcyclopentadienyl-(1-n-hexyl-1,5,6,7-tetrahydro-s-indacenyl)hafnium